BrC=1N=CC(=NC1)N1CCC2(CC1)[C@@H](C1=C(N=CS1)C2)N[S@](=O)C(C)(C)C (R)-N-((S)-1'-(5-bromopyrazin-2-yl)-4,6-dihydrospiro[cyclopenta[d]thiazole-5,4'-piperidine]-6-yl)-2-methylpropane-2-sulfinamide